6-bromo-1-ethyl-2-methyl-1H-benzo[d]imidazole BrC=1C=CC2=C(N(C(=N2)C)CC)C1